C(C)(C)(C)OC(=O)N[C@@H](CN(N(C(=O)O)C)C(=O)O)CCO (R)-1-(2-((tert-butoxycarbonyl)amino)-4-hydroxybutyl)-2-methylhydrazine-1,2-dicarboxylic acid